C1(CCCCC1)OC(C=1C(C(=O)OC2CCCCC2)=CC=CC1)=O dicyclohexylphthalate